ethyl 3-(4-((2-(6-(2-(ethyl (isopropyl) carbamoyl)-4-fluorophenoxy)-1,2,4-triazin-5-yl)-2,7-diazaspiro[3.5]nonan-7-yl) methyl) piperidin-1-yl)-2-hydroxypropanoate C(C)N(C(=O)C1=C(OC2=C(N=CN=N2)N2CC3(C2)CCN(CC3)CC3CCN(CC3)CC(C(=O)OCC)O)C=CC(=C1)F)C(C)C